1-(5-(isoquinolin-7-yl)-1-methyl-1H-pyrazol-3-yl)-3-(4-((4-methylpiperazin-1-yl)methyl)phenyl)urea C1=NC=CC2=CC=C(C=C12)C1=CC(=NN1C)NC(=O)NC1=CC=C(C=C1)CN1CCN(CC1)C